4-[[3-(3-chloro-4-methoxyphenyl)imidazo[1,2-a]pyrazin-8-yl]amino]-N-[2-(methylamino)ethyl]benzamide ClC=1C=C(C=CC1OC)C1=CN=C2N1C=CN=C2NC2=CC=C(C(=O)NCCNC)C=C2